4-[5-[(3S)-3-aminopyrrolidine-1-carbonyl]-2-[2-fluoro-4-(2-hydroxy-2-methylpropyl)phenyl]phenyl]-2-fluoro-benzonitrile maleate C(\C=C/C(=O)O)(=O)O.N[C@@H]1CN(CC1)C(=O)C=1C=CC(=C(C1)C1=CC(=C(C#N)C=C1)F)C1=C(C=C(C=C1)CC(C)(C)O)F